C(=O)NC1=CC=C(C=2C(C3=CC=CC=C3C(C12)=O)=O)NC=O 1,4-diformylaminoanthraquinone